CC(C)(CCC(C)(OOCC(CCCC)CC)C)OOCC(CCCC)CC 2,5-dimethyl-2,5-bis(2-ethylhexyl-peroxy)-hexane